ClC=1C(=CC(=C(C(=O)NC=2C=NC=[N+](C2)[O-])C1)F)C(F)(F)F 5-(5-chloro-2-fluoro-4-(trifluoromethyl)benzoylamino)pyrimidine 1-oxide